F[C@@H]1C[C@@]2(CCCN2C1)COC=1N=CC2=C(N1)C=CN=C2C#CC 2-(((2R,7aS)-2-Fluorotetrahydro-1H-pyrrolizin-7a(5H)-yl)methoxy)-5-(propynyl)pyrido[4,3-d]pyrimidine